C(#N)C=1C=C(C=CC1)C=1N=C(SC1C1=CC(=NC(=C1)C)C)NC(=O)N1CC2(C1)C(N(CC2)C)=O N-[4-(3-cyanophenyl)-5-(2,6-dimethyl-4-pyridinyl)thiazol-2-yl]-6-methyl-5-oxo-2,6-diazaspiro[3.4]octane-2-carboxamide